C(#N)C=1C=C(C=CC1C#N)OC1=CC(=C(C=C1)C#N)C#N 3,4-dicyanophenyl ether